diphenyl-ethynyl-4,4'-dibromobiphenyl C1(=CC=CC=C1)C=1C(=C(C(=C(C1)C1=CC=C(C=C1)Br)C#C)C1=CC=CC=C1)Br